tert-butyl (S)-3-(((4-((trans)-2-(isoquinolin-6-ylcarbamoyl)cyclopropyl)phenyl)sulfonamido)methyl)piperidine-1-carboxylate C1=NC=CC2=CC(=CC=C12)NC(=O)[C@H]1[C@@H](C1)C1=CC=C(C=C1)S(=O)(=O)NC[C@@H]1CN(CCC1)C(=O)OC(C)(C)C